FC1(CCC2=C1N=C(N=C2C2=CC1=C(CNS1(=O)=O)C=C2)N2[C@H]([C@@H](C2)O)C)F 6-(7,7-difluoro-2-((2S,3R)-3-hydroxy-2-methylazetidin-1-yl)-6,7-dihydro-5H-cyclopenta[d]pyrimidin-4-yl)-2,3-dihydrobenzo[d]isothiazole 1,1-dioxide